ClC=1C(=NC(=NC1)NC1=CC(=C(C(=C1)OC)OC)OC)N1OCCC1C1=CC=CC=C1 5-chloro-4-(3-phenylisooxazolidin-2-yl)-N-(3,4,5-trimethoxyphenyl)pyrimidin-2-amine